CN1CCN(CC1)C1=CC=C(C(=N1)NC=1C=C2CC[C@@H](C2=CC1)NC(C)=O)[N+](=O)[O-] N-[(1S)-5-{[6-(4-methylpiperazin-1-yl)-3-nitropyridin-2-yl]amino}-2,3-dihydro-1H-inden-1-yl]acetamide